(2-Bromo-4-methyl-1,3-thiazol-5-yl)[(3R)-3-methyl[1,4'-bipiperidine]-1'-yl]methanone BrC=1SC(=C(N1)C)C(=O)N1CCC(CC1)N1C[C@@H](CCC1)C